[2-(6-methoxy-2-oxo-2,3-dihydrobenzoimidazol-1-yl)ethyl]acetamide COC=1C=CC2=C(N(C(N2)=O)CCCC(=O)N)C1